5-Chloro-7-[1-(1-triphenylmethyl-1H-imidazol-4-yl)ethyl]-2,3-dihydro-1H-inden-1-ol ClC=1C=C2CCC(C2=C(C1)C(C)C=1N=CN(C1)C(C1=CC=CC=C1)(C1=CC=CC=C1)C1=CC=CC=C1)O